N,N-diethyl-1-[[5-[5-(trifluoromethyl)-1,2,4-oxadiazol-3-yl]-2-thienyl]methyl]-1,2,4-triazole-3-carboxamide C(C)N(C(=O)C1=NN(C=N1)CC=1SC(=CC1)C1=NOC(=N1)C(F)(F)F)CC